(3-fluoro-5-methyl-(4-(4-(dimethylamino)piperidin-1-yl)phenyl)amino)imidazo[1,2-b]pyrimido[4,5-d]pyridazin-5(6H)-one FC=1C=C(C=C(C1N1CCC(CC1)N(C)C)C)NC=1N=CC2=C(C=3N(NC2=O)C=CN3)N1